NC=1C(=NC=CC1)NC1=CC=C(C#N)C=C1 4-(3-aminopyridin-2-ylamino)benzonitrile